1-benzofuran-5,6-diol O1C=CC2=C1C=C(C(=C2)O)O